N1N=C(C=C1)N(C(COC1=CC=C(C=C1)C)=O)CC=1SC=CC1 N-(pyrazol-3-yl)-N-(thiophen-2-ylmethyl)-2-(p-methylphenoxy)acetamide